rac-(3S)-5-[3-fluoro-5-methoxy-2-[[6-methyl-4-(methylamino)-2-pyridyl]amino]-4-pyridyl]-2,3,4,7-tetrahydro-1H-azepin-3-ol FC=1C(=NC=C(C1C=1C[C@@H](CNCC1)O)OC)NC1=NC(=CC(=C1)NC)C |r|